1-(4-((6-((3R,4R)-4-(3,4-dihydroisoquinolin-2(1H)-yl)-3-hydroxypiperidine-1-carbonyl)-2-(pyrido[3,4-d]pyrimidin-7(8H)-yl)pyrimidin-4-yl)amino)piperidin-1-yl)ethan-1-one C1N(CCC2=CC=CC=C12)[C@H]1[C@@H](CN(CC1)C(=O)C1=CC(=NC(=N1)N1CC=2N=CN=CC2C=C1)NC1CCN(CC1)C(C)=O)O